2-{[6-({6-azaspiro[2.5]octan-6-yl}methyl)imidazo[1,2-a]pyridin-2-yl]methyl}-5-bromo-1,2-dihydro-2,7-naphthyridin-1-one C1CC12CCN(CC2)CC=2C=CC=1N(C2)C=C(N1)CN1C(C2=CN=CC(=C2C=C1)Br)=O